6-(2-oxo-2-(4-(2-oxo-7-(trifluoromethyl)-2,3-dihydro-1H-benzo[d]imidazole-1-yl)piperidin-1-yl)ethyl)quinoline-8-carbonitrile O=C(CC=1C=C2C=CC=NC2=C(C1)C#N)N1CCC(CC1)N1C(NC2=C1C(=CC=C2)C(F)(F)F)=O